BrC=1C(=C(SC1)C=O)B(O)O 4-BROMO-2-FORMYLTHIOPHEN-3-YLBORONIC ACID